(1R,3R,5R)-N-((R)-(4-chloro-2-fluorophenyl)(3-oxetanyl)methyl)-2-(3-(methylsulfonyl)benzoyl)-2-azabicyclo[3.1.0]hexane-3-carboxamide ClC1=CC(=C(C=C1)[C@H](NC(=O)[C@@H]1N([C@@H]2C[C@@H]2C1)C(C1=CC(=CC=C1)S(=O)(=O)C)=O)C1COC1)F